FC1=NC=C(C(=C1)P(C)(C)=O)NC1=C(C=C(C=C1)I)F (2-Fluoro-5-((2-fluoro-4-iodophenyl)-amino)pyridin-4-yl)dimethyl-phosphine oxide